NCC(=O)OC(=O)OC(C(CC(OC)OC)CC)(C)C ethyl(2,2-dimethoxyethyl)(tert-butoxycarbonyl) glycinate